1-(but-1,2-dien-1-ylsulfonyl)-4-methylbenzene C(=C=CC)S(=O)(=O)C1=CC=C(C=C1)C